C1=C(C=CC2=CC=CC=C12)CN1CCC2(CC1)COC1=CC=3C(N(CC3C=C12)C1C(NC(CC1)=O)=O)=O 3-(1'-(naphthalen-2-ylmethyl)-7-oxo-5,7-dihydro-2H,6H-spiro[furo[2,3-f]isoindole-3,4'-piperidin]-6-yl)piperidine-2,6-dione